[Nd].[B].[Fe] iron-boron neodymium